(R)-(4-(7-methylpyrazolo[1,5-a]pyridin-2-yl)-6,7-dihydro-1H-imidazo[4,5-c]pyridin-5(4H)-yl)(5-(6-methylpyridin-2-yl)-1,3,4-oxadiazol-2-yl)methanone CC1=CC=CC=2N1N=C(C2)[C@@H]2N(CCC1=C2N=CN1)C(=O)C=1OC(=NN1)C1=NC(=CC=C1)C